C(#N)C1=CC(=CC=2N=C(OC21)C=2C(=C(C=CC2)C2=C(C(=CC=C2)NC=2N=CC=C1C=C(C=NC21)CN2C[C@H](CC2)O)C)C)CN2C[C@H](CC2)C(=O)O (S)-1-((7-cyano-2-(3'-(3-(((S)-3-hydroxypyrrolidin-1-yl)methyl)-1,7-naphthyridin-8-ylamino)-2,2'-dimethylbiphenyl-3-yl)benzo[d]oxazol-5-yl)methyl)pyrrolidine-3-carboxylic acid